4,6-diisopropenyl-cyclohexane C(=C)(C)C1CCCC(C1)C(=C)C